NC1CCN(CC1)C=1N(C(C(=C(N1)C1=CC(=C(C#N)C=C1)F)C1=CC=C(C=C1)CO)=O)C 4-[2-(4-aminopiperidin-1-yl)-5-[4-(hydroxymethyl)phenyl]-1-methyl-6-oxopyrimidin-4-yl]-2-fluorobenzonitrile